IC1=CC=C(COC=2C=C3CCC(C3=CC2)N2CC(C2)C(=O)O)C=C1 1-(5-((4-iodobenzyl)oxy)-2,3-dihydro-1H-inden-1-yl)azetidine-3-carboxylic acid